6-[3-methyl-1-(oxetan-3-yl)-1H-pyrazolo[3,4-b]pyrazin-6-yl]-2-[2-methyl-4-(trifluoromethyl)pyrimidin-5-yl]-2,6-diazaspiro[3.4]octane CC1=NN(C2=NC(=CN=C21)N2CC1(CN(C1)C=1C(=NC(=NC1)C)C(F)(F)F)CC2)C2COC2